(2s,5s)-5-(benzylamino)-piperidine-2-carboxylic acid ethyl ester oxalate C(C(=O)O)(=O)O.C(C)OC(=O)[C@H]1NC[C@H](CC1)NCC1=CC=CC=C1